1-(3-(6-chloropyrimidin-4-yl)imidazo[1,2-b]pyridazin-6-yl)ethan-1-one ClC1=CC(=NC=N1)C1=CN=C2N1N=C(C=C2)C(C)=O